5-[[2-[(3S,5R)-3-amino-4,4-difluoro-5-methyl-1-piperidyl]-5-chloro-pyrimidin-4-yl]amino]-3-(3-hydroxy-3-methyl-butyl)-1-methyl-benzimidazol-2-one N[C@H]1CN(C[C@H](C1(F)F)C)C1=NC=C(C(=N1)NC1=CC2=C(N(C(N2CCC(C)(C)O)=O)C)C=C1)Cl